3-(5-(1-(4-(methoxymethyl)benzyl)piperidin-4-yl)-1-oxoisoindolin-2-yl)piperidine-2,6-dione COCC1=CC=C(CN2CCC(CC2)C=2C=C3CN(C(C3=CC2)=O)C2C(NC(CC2)=O)=O)C=C1